N-((tert-butoxycarbonyl)-L-tyrosyl)-S-(phenylethynyl)-L-cysteine methyl ester COC([C@@H](NC([C@@H](NC(=O)OC(C)(C)C)CC1=CC=C(C=C1)O)=O)CSC#CC1=CC=CC=C1)=O